3,3-difluoro-N-{4-fluoro-3-[5-(propan-2-yl)-2H-pyrazolo[3,4-b]pyridin-2-yl]phenyl}cyclobutane-1-carboxamide FC1(CC(C1)C(=O)NC1=CC(=C(C=C1)F)N1N=C2N=CC(=CC2=C1)C(C)C)F